3-Octanon CCC(CCCCC)=O